C1(CC1)C(CC(=O)C1=C(C=CC(=C1)F)C)=O 1-cyclopropyl-3-(5-fluoro-2-methylphenyl)propane-1,3-dione